C(C)(C)C1=C(NC=2C1=NC(=CC2)OCC2CCN(CC2)C(C)C)C=2C=C(C=1N(C2)N=CN1)OC 6-(3-isopropyl-5-((1-isopropylpiperidin-4-yl)methoxy)-1H-pyrrolo[3,2-b]pyridin-2-yl)-8-methoxy-[1,2,4]triazolo[1,5-a]pyridine